chloro-N-(3-((1-ethylcyclopropyl)ethynyl)-5-fluorophenyl)-N-methyl-[1,2,4]triazolo[4,3-a]quinazolin-5-amine ClC1=NN=C2N1C1=CC=CC=C1C(=N2)N(C)C2=CC(=CC(=C2)F)C#CC2(CC2)CC